ClC1=C(C=CC(=C1)Cl)O L-2,4-Dichlorophenol